hydroxypropyl-para-phenylenediamine dihydrochloride Cl.Cl.OCCCNC1=CC=C(C=C1)N